(S)-(9H-fluoren-9-yl)methyl (1-(3-(azidomethyl)phenyl)-3-oxopropan-2-yl)carbamate N(=[N+]=[N-])CC=1C=C(C=CC1)C[C@@H](C=O)NC(OCC1C2=CC=CC=C2C=2C=CC=CC12)=O